N1N=NN=C1C1=C(C=CC=C1)C1=CC(=CC(=N1)N(CC(C)C)CC1=CC=CC=C1)NC1=NC(=CC=C1)C(F)F 6-(2-(1H-tetrazol-5-yl)phenyl)-N2-benzyl-N4-(6-(difluoromethyl)pyridin-2-yl)-N2-isobutylpyridine-2,4-diamine